S(=O)(=O)(C)C1=CC=C(C=O)C=C1 4-mesyl-benzaldehyde